C(=C)(C)OC(=C(OC(=C)C)OC(=C)C)[SiH3] tri(isopropenoxy)vinyl-silane